3,4-difluoro-2-methyl-aniline FC=1C(=C(N)C=CC1F)C